8-(9H-carbazol-9-yl)naphthalene-1-amine C1=CC=CC=2C3=CC=CC=C3N(C12)C=1C=CC=C2C=CC=C(C12)N